ON1C(C=C(C=C1C)C)=O 1-hydroxy-4,6-dimethyl-2-pyridone